3-(4-chloro-3-methoxyphenyl)-8-((6-chloropyridin-3-yl)methyl)pyrido[2,3-d]pyrimidine-2,4(3H,8H)-dione ClC1=C(C=C(C=C1)N1C(N=C2C(C1=O)=CC=CN2CC=2C=NC(=CC2)Cl)=O)OC